Racemic-4-bromo-2-(4-((1RS,2SR)-2-(4-(trifluoromethyl)phenyl)cyclopropane-1-carbonyl)piperazin-1-yl)benzonitrile BrC1=CC(=C(C#N)C=C1)N1CCN(CC1)C(=O)[C@H]1[C@H](C1)C1=CC=C(C=C1)C(F)(F)F |r|